4-(4,4,5,5-Tetramethyl-1,3,2-dioxaborolan-2-yl)-3,6-dihydropyridine-1(2H)-carboxylate CC1(OB(OC1(C)C)C=1CCN(CC1)C(=O)[O-])C